(R)-N-((S)-1-(6-(4-fluoro-1H-pyrazol-1-yl)pyridin-3-yl)propyl)-2-methylpropane-2-sulfinamide FC=1C=NN(C1)C1=CC=C(C=N1)[C@H](CC)N[S@](=O)C(C)(C)C